C(CCC)C=1C=C2C(=CC(=NC2=CC1)N(CC(=O)O)C)C1=CC(=CC=C1)C#N 2-{[6-butyl-4-(3-cyanophenyl)quinolin-2-yl](methyl)amino}acetic acid